N-(1-Methyl-3-(2-phenyl-1-(trifluoromethyl)vinyl)-1H-pyrrolo[2,3-b]pyridin-5-yl)acrylamide CN1C=C(C=2C1=NC=C(C2)NC(C=C)=O)C(=CC2=CC=CC=C2)C(F)(F)F